FC(C(=O)N[C@@H]1[C@H](N(C(C1)=O)C=1C=C2C=NN(C2=CC1)C1=CC(=NC=C1)OC)C1=CC=CC=C1)(C)F |r| 2,2-Difluoro-N-[rac-(2R,3S)-1-[1-(2-methoxy-4-pyridyl)indazol-5-yl]-5-oxo-2-phenyl-pyrrolidin-3-yl]propanamid